Br.C[C@H]1N([C@H](CNC1)C)CC(=O)NC1=CC(=CC=C1)C1C(NC(CC1)=O)=O 2-((2r,6s)-2,6-dimethylpiperazin-1-yl)-N-(3-(2,6-dioxopiperidin-3-yl)phenyl)acetamide hydrobromide